ClC(C(O)CO)(C1=CC=CC=C1)OC(C(O)CO)(Cl)C1=CC=CC=C1 chlorophenylglyceryl ether